gadoleyl amino ether NOCCCCCCCC\C=C/CCCCCCCCCC